1-methyl-3-[tri-(trimethylsilyloxy)]silylpropylimidazolium CC(CC[Si](O[Si](C)(C)C)(O[Si](C)(C)C)O[Si](C)(C)C)C=1NC=C[NH+]1